4-((3aS,7aR)-7a-fluoro-1-oxooctahydro-2H-pyrrolo[3,4-c]pyridin-2-yl)-3-methoxybenzoic acid F[C@@]12[C@@H](CNCC1)CN(C2=O)C2=C(C=C(C(=O)O)C=C2)OC